(S)-methyl 2-((S)-3-cyclopropyl-2-(7-fluoro-4-methoxy-1H-indole-2-carboxamido)propanamido)-3-((S)-2-oxopiperidin-3-yl)propanoate C1(CC1)C[C@@H](C(=O)N[C@H](C(=O)OC)C[C@H]1C(NCCC1)=O)NC(=O)C=1NC2=C(C=CC(=C2C1)OC)F